CC1(N(CCOC1)C(=O)[O-])C 3,3-dimethylmorpholine-4-carboxylate